(1-(4-chloro-6-(diethoxymethyl)-7H-pyrrolo[2,3-d]pyrimidin-7-yl)butan-2-yl)carbamic acid tert-butyl ester C(C)(C)(C)OC(NC(CN1C(=CC2=C1N=CN=C2Cl)C(OCC)OCC)CC)=O